tert-butyl 3-((7-methoxy-4-(4-(2-(4-(trifluoromethyl)phenyl)acetamido)phenyl)quinazolin-6-yl)oxy)pyrrolidin-1-carboxylate COC1=C(C=C2C(=NC=NC2=C1)C1=CC=C(C=C1)NC(CC1=CC=C(C=C1)C(F)(F)F)=O)OC1CN(CC1)C(=O)OC(C)(C)C